CC(C)CCCCCCCCC 2-methylundecane